[Si](C1=CC=CC=C1)(C1=CC=CC=C1)(C(C)(C)C)OC[C@@]12[C@@H]([C@H]([C@@H]3OC(O[C@@H]31)(C)C)N3C1=NC(=NC(=C1N=C3)NC(C3CCC3)C3CCC3)I)C2 9-((3aR,3bR,4aS,5R,5aS)-3b-(((tert-Butyldiphenylsilyl)oxy)methyl)-2,2-dimethylhexahydrocyclopropa[3,4]cyclopenta[1,2-d][1,3]dioxol-5-yl)-N-(dicyclobutylmethyl)-2-iodo-9H-purin-6-amine